3-fluoro-5,8-dimethyl-6-oxo-benzo[C][1,8]naphthyridine-10-carbaldehyde FC1=CC=C2C3=C(C(N(C2=N1)C)=O)C=C(C=C3C=O)C